C(\C=C\C=C\CCCCCCCCC)(=O)NCC(=O)N[C@@H]1[C@H]([C@H]([C@H](O[C@H]1[C@@H](O)CO)NC1=C2N=CNC2=NC=N1)O)O 6-(4-Deoxy-4-((2E,4E)-tetradecadienoylglycyl)amino-L-glycero-β-L-mannoheptopyranosyl)amino-9H-purine